(2,5-difluoro-3-{1-[4-(piperazin-1-yl)phenyl]-3-(pyridin-4-yl)pyrazol-4-yl}phenyl)propane-1-sulfonamide trifluoroacetic acid salt FC(C(=O)O)(F)F.FC1=C(C=C(C=C1C=1C(=NN(C1)C1=CC=C(C=C1)N1CCNCC1)C1=CC=NC=C1)F)C(CC)S(=O)(=O)N